CC1=NC2=CC(=CC=C2C=C1)/C=C/C(=O)OCC Ethyl (E)-3-(2-methylquinolin-7-yl)acrylate